(1R,2R)-2-methyl-N-(2,3,6-trifluoro-4-(2-(((3S,5S)-5-fluoropiperidin-3-yl)amino)-8-isopropyl-7-oxo-7,8-dihydropyrido[2,3-d]pyrimidin-6-yl)phenyl)cyclopropane-1-carboxamide C[C@H]1[C@@H](C1)C(=O)NC1=C(C(=C(C=C1F)C1=CC2=C(N=C(N=C2)N[C@@H]2CNC[C@H](C2)F)N(C1=O)C(C)C)F)F